butyl 4-[4-bromo-3-(2-methoxy-2-oxo-ethyl)-5-methyl-pyrazol-1-yl]piperidine-1-carboxylate BrC=1C(=NN(C1C)C1CCN(CC1)C(=O)OCCCC)CC(=O)OC